3-[4-(5-Hydroxy-2-pyridyl)piperazine-1-carbonyl]-1H-quinolin-4-one OC=1C=CC(=NC1)N1CCN(CC1)C(=O)C1=CNC2=CC=CC=C2C1=O